(4s,5r)-2,4-diphenyl-4,5-dihydro-oxazole-5-carboxylic acid C1(=CC=CC=C1)C=1O[C@H]([C@@H](N1)C1=CC=CC=C1)C(=O)O